CC=1C=C(C(=O)OC(C2=CC=CC=C2)C=2N(C=3CC(CC(C3C2)=O)(C)C)C2=CC=CC=C2)C=CC1 (6,6-dimethyl-4-oxo-1-phenyl-4,5,6,7-tetrahydro-1H-indol-2-yl)(phenyl)methyl 3-methylbenzoate